C(C)(C)(C)OC(=O)N[C@H](CCC(=O)OCC1=CC=CC=C1)C(=O)OCC 5-benzyl 1-ethyl (t-butoxycarbonyl)-D-glutamate